(5-Methylisoxazol-3-yl)-3-(6-((8-(2-morpholinoethoxy)-5,6-dihydrobenzo[h]quinazolin-2-yl)amino)pyridin-3-yl)urea CC1=CC(=NO1)NC(=O)NC=1C=NC(=CC1)NC1=NC=2C3=C(CCC2C=N1)C=C(C=C3)OCCN3CCOCC3